FC(C1=NN=C(O1)C=1C=NC(=NC1)NC1(CC1)C1=C(C(=CC=C1)OC)F)F 5-[5-(difluoromethyl)-1,3,4-oxadiazol-2-yl]-N-[1-(2-fluoro-3-methoxyphenyl)cyclopropyl]pyrimidin-2-amine